1-(1-methyl-1H-benzo[d]imidazol-2-yl)azetidin-3-ol CN1C(=NC2=C1C=CC=C2)N2CC(C2)O